FC=1C=C(C(=O)NC2=NC=CC=C2)C=C(C1F)C=1C=NC=CC1C 3,4-difluoro-5-(4-methylpyridin-3-yl)-N-(pyridin-2-yl)benzamide